ClC1=CC=C(C=C1)C1=NC2=C(C=CC=C2C(=C1)C1=CC=CC2=CC=CC=C12)N1C2=CC=CC=C2SC=2C=CC=CC12 10-(2-(4-chlorophenyl)-4-(naphthalen-1-yl)quinolin-8-yl)-10H-phenothiazine